ClC1=CC2=C(N=C(O2)S(=O)CC2=CC=C(C=C2)Cl)C=C1 6-chloro-2-((4-chlorobenzyl)sulfinyl)benzo[d]oxazole